4-Ethyl-7-methylocta-6-enal C(C)C(CCC=O)CC=C(C)C